2,3-dimethylpyrazolo[1,5-a]pyrimidine-6-carbonitrile CC1=NN2C(N=CC(=C2)C#N)=C1C